C(C)OC(=O)C=1C(=NC(=NC1C)C=1C(=C2CCC(C2=CC1)(C)C)OC(C)=O)NCC1=CC=C(C=C1)OC 2-(4-acetoxy-1,1-dimethyl-2,3-dihydro-1H-inden-5-yl)-4-((4-methoxybenzyl)amino)-6-methylpyrimidine-5-carboxylic acid ethyl ester